BrC=1C=CC=C2C(=NC(=NC12)NCC1CCCCC1)N[C@H](CC=C)C1CC1 (R)-8-bromo-N2-(cyclohexylmethyl)-N4-(1-cyclopropylbut-3-en-1-yl)quinazoline-2,4-diamine